FC(C1=C(C=2N(C=C1)C=CN2)C2=C(C=C(C=C2O)CCC)O)(F)F 2-(7-trifluoromethylimidazo[1,2-a]pyridin-8-yl)-5-propylbenzene-1,3-diol